C[C@@H]1CC[C@H](N(C1)C(C(=O)NC=1C=C(C=NC1)C(=O)N)=O)C1=NC=2C=CC(NC2C=C1)=O 5-[[2-[(2S,5R)-5-methyl-2-(6-oxo-5H-1,5-Naphthyridin-2-yl)-1-piperidyl]-2-oxo-acetyl]amino]pyridine-3-carboxamide